CS(=O)(=O)NC=1C=C(C=CC1)NC(=O)C1CN(CCC1)C(=O)N1CCCC1 N-(3-(methylsulfonamido)phenyl)-1-(pyrrolidine-1-carbonyl)piperidine-3-carboxamide